C(C)(C)(C)C=1C=C(CC(C(=O)O)O)C=C(C1)C(C)(C)C 3,5-di-tert-butyl-hydroxyhydrocinnamic acid